BrC=1C=C2C(=CN(C2=CC1)CC1CCOCC1)C(=O)N1CCC(CC1)(C(=O)N[C@H]1CN(CC1)C)C1=CC=C(C=C1)F (R)-1-(5-bromo-1-((tetrahydro-2H-pyran-4-yl)methyl)-1H-indole-3-carbonyl)-4-(4-fluorophenyl)-N-(1-methylpyrrolidin-3-yl)piperidine-4-carboxamide